1-(4,4-difluorocyclohexyl)-1-(4-(hydroxymethyl)-6-(3-methyl-1H-pyrazol-1-yl)pyridin-2-yl)urea FC1(CCC(CC1)N(C(=O)N)C1=NC(=CC(=C1)CO)N1N=C(C=C1)C)F